N=1C=NN2C1C=C(C=C2)C2=CNC=1N=C(N=CC12)NC1CCC2(CCO2)CC1 5-([1,2,4]triazolo[1,5-a]pyridin-7-yl)-N-((4r,7r)-1-oxaspiro[3.5]nonan-7-yl)-7H-pyrrolo[2,3-d]pyrimidin-2-amine